Cl[Si]1(CC[SiH2]CC1)Cl 1,1-dichloro-1,4-disilacyclohexane